COCCOC1=NC=CC(=C1)NC1=CC(=NN1)C1=CC=C(C=C1)NS(=O)(=O)CCOC 5-((2-(2-methoxyethoxy)pyridin-4-yl)amino)-3-(4-((2-methoxyethyl)sulfonamido)phenyl)-1H-pyrazole